C(C)#N.C(C)#N.C(C)#N.[Ru+2] ruthenium (II) tris(acetonitrile)